(1-butylamino-methyl) ethyl phosphate P(=O)(OCNCCCC)(OCC)[O-]